O1C2=C(N=CC1)C=CC=C2S(=O)(=O)N benzo[b][1,4]oxazine-8-sulfonamide